1,4-diacetyl-2,5-difluorobenzene C(C)(=O)C1=C(C=C(C(=C1)F)C(C)=O)F